bis(2-ethylhexyl)-dicyclohexylmethanediamine C(C)C(CNC(NCC(CCCC)CC)(C1CCCCC1)C1CCCCC1)CCCC